COC1=NC=C(C2=C1N=C(S2)NC(=O)C=2C=NN(C2)C)C2=CC=CC=C2 1-Methyl-1H-pyrazole-4-carboxylic acid (4-methoxy-7-phenyl-thiazolo[4,5-c]pyridin-2-yl)-amide